trans-rac-1-(4-aminopyrimidin-2-yl)-3-fluoro-3-methylpiperidin-4-ol NC1=NC(=NC=C1)N1C[C@@]([C@@H](CC1)O)(C)F |r|